3-(1H-1,2,4-triazol-1-yl)phenol N1(N=CN=C1)C=1C=C(C=CC1)O